Cl.FC(C1=CC=C(C=C1)C1=CC=C(C=C1)C1=CC=C(N1)C(=O)N)(F)F (2S,5R)-5-[4-(4-trifluoromethylphenyl)phenyl]-1H-pyrrole-2-carboxamide hydrochloride